tert-butyl ((2-chloropyrimidin-5-yl)methyl)(methyl)carbamate ClC1=NC=C(C=N1)CN(C(OC(C)(C)C)=O)C